2,2-diChloroacetic acid ClC(C(=O)O)Cl